1-bromospiro[fluorene-9,8'-indolo[3,2,1-de]acridine] BrC1=CC=CC=2C3=CC=CC=C3C3(C=4C=CC=CC4N4C5=C(C=CC=C35)C=3C=CC=CC34)C12